FC1=C(C(=C(C=C1)CC(=O)[O-])C1CCC(CC1)OC(F)(F)F)C (4-fluoro-3-methyl-2-((1r,4r)-4-(trifluoromethoxy)cyclohexyl)-phenyl)acetate